P(=O)(OCC)(OCC)OCN1C(C=2C(C1=O)=CC=CC2)=O diethyl phthalimidomethyl phosphate